octyl 1-para-aminobenzoate NC1=CC=C(C(=O)OCCCCCCCC)C=C1